6-Cyclobutoxy-2-(1-(methoxymethyl)-2-oxabicyclo[2.1.1]hex-4-yl)-2H-indazole-5-carboxylic acid methyl ester COC(=O)C1=CC2=CN(N=C2C=C1OC1CCC1)C12COC(C1)(C2)COC